N-(1-METHYL-1H-INDAZOL-7-YL)-6-(PYRIMIDIN-5-YL)PYRIDINE-3-SULFONAMIDE CN1N=CC2=CC=CC(=C12)NS(=O)(=O)C=1C=NC(=CC1)C=1C=NC=NC1